FC=1C=NN2C1C(=CC=C2C#N)N2C[C@@]1(C[C@@]1(C2)C(F)(F)F)C=2OC(=NN2)N2CCN(CC2)C 3-Fluoro-4-((1S,5R)-1-(5-(4-methylpiperazin-1-yl)-1,3,4-oxadiazol-2-yl)-5-(trifluoromethyl)-3-azabicyclo[3.1.0]hexane-3-yl)pyrazolo[1,5-a]pyridine-7-carbonitrile